3-(methacryloyloxymethyl)-2-methyl-oxetane C(C(=C)C)(=O)OCC1C(OC1)C